C(C1=CC=CC=C1)SC1=C(C=CC=C1[N+](=O)[O-])Cl benzyl-(2-chloro-6-nitrophenyl)sulfane